CC1N(CC1)C1=CC=C(C=C1)C1CN(C1)C(=O)N1C[C@@H]2[C@@H](OCC(N2)=O)CC1 (4aR,8aS)-6-(3-(4-(2-Methylazetidin-1-yl)phenyl)azetidine-1-carbonyl)hexahydro-2H-pyrido[4,3-b][1,4]oxazin-3(4H)-one